(4-(3-(4-methoxybenzyl)-2,4-dioxotetrahydropyrimidin-1(2H)-yl)isoquinolin-7-yl)piperidine-1-carboxylic acid tert-butyl ester C(C)(C)(C)OC(=O)N1C(CCCC1)C1=CC=C2C(=CN=CC2=C1)N1C(N(C(CC1)=O)CC1=CC=C(C=C1)OC)=O